N-(cyclobutylmethyl)-1-[2-[[4-(1H-indazol-4-yl)triazol-1-yl]methyl]imidazo[1,2-a]pyridin-6-yl]methanamine C1(CCC1)CNCC=1C=CC=2N(C1)C=C(N2)CN2N=NC(=C2)C2=C1C=NNC1=CC=C2